ClC1=NC=C(C(=C1)C(=O)NCCC1=CC=C(C=C1)C)OC1=CC(=CC=C1)C 2-chloro-5-(3-methylphenoxy)-N-[2-(p-tolyl)ethyl]pyridine-4-carboxamide